6,7-dimethoxy-2-methylquinazolin-4-ol COC=1C=C2C(=NC(=NC2=CC1OC)C)O